N'-(piperazine-1,4-diylbis(propane-3,1-diyl))bis(3-(didodecylamino)propanamide) N1(CCN(CC1)CCCC(C(=O)N)CN(CCCCCCCCCCCC)CCCCCCCCCCCC)CCCC(C(=O)N)CN(CCCCCCCCCCCC)CCCCCCCCCCCC